propyltripropionyloxysilane C(CC)[Si](OC(CC)=O)(OC(CC)=O)OC(CC)=O